FC=1C=C2C(=CNC(C2=CC1F)=O)C(C)N(C(=O)NC1=CC=C(C=C1)F)CC 1-(1-(6,7-Difluoro-1-oxo-1,2-dihydroisoquinolin-4-yl)ethyl)-1-ethyl-3-(4-fluorophenyl)urea